CN1CCC(CC1)C(=O)OCCCCC(CCCCCCOC(CCCCCCC\C=C/CCCCCC)=O)(O)CCCCCCOC(C(CCCCCCCC)CCCCCC)=O (Z)-11-(hexadec-9-enoyloxy)-5-(6-((2-hexyldecanoyl)oxy)hexyl)-5-hydroxy-undecyl 1-methylpiperidine-4-carboxylate